9,9',9'',9'''-(4-(benzo[d]oxazol-2-yl)-6-cyanobenzene-1,2,3,5-tetrayl)tetrakis(9H-carbazole-3,6-dicarbonitrile) O1C(=NC2=C1C=CC=C2)C2=C(C(=C(C(=C2N2C1=CC=C(C=C1C=1C=C(C=CC21)C#N)C#N)C#N)N2C1=CC=C(C=C1C=1C=C(C=CC21)C#N)C#N)N2C1=CC=C(C=C1C=1C=C(C=CC21)C#N)C#N)N2C1=CC=C(C=C1C=1C=C(C=CC21)C#N)C#N